BrC=1C=NC(=NC1)C1=CC=2N(C=C1)C=C(N2)C21CCC(CC2)(CC1)CNC(C1=C(C(=C(C(=C1)F)OCC1=CC=C(C=C1)OC)F)F)=O N-({4-[7-(5-bromopyrimidin-2-yl)imidazo[1,2-a]pyridin-2-yl]bicyclo[2.2.2]octan-1-yl}methyl)-2,3,5-trifluoro-4-[(4-methoxyphenyl)methoxy]benzamide